S1C(=NC2=C1C=CC=C2)C2=C(C1=CC=C(C=C1C=C2)C=2SC1=C(N2)C=CC=C1)O 2,6-bis(benzo[d]thiazol-2-yl)naphthalen-1-ol